(1S,3S,5S)-5-methyl-2-((4-(pyridin-2-yloxy)benzoyl)glycyl)-2-azabicyclo[3.1.0]hexane-3-carboxylic acid benzyl ester C(C1=CC=CC=C1)OC(=O)[C@H]1N([C@H]2C[C@]2(C1)C)C(CNC(C1=CC=C(C=C1)OC1=NC=CC=C1)=O)=O